1-Methoxy-2-vinyloxypropan COCC(C)OC=C